OB1OCC2=C1C(=C(C=C2)C(=O)N[C@@H](C(C)C)C(=O)OCC=2C=NC(=CC2)C(F)(F)F)C (6-(Trifluoromethyl)pyridin-3-yl)methyl (1-hydroxy-7-methyl-1,3-dihydrobenzo[c][1,2]oxaborole-6-carbonyl)-L-valinate